3-Benzyl 7-tert-butyl 3,7-diazabicyclo[4.1.0]heptane-3,7-dicarboxylate C12CN(CCC2N1C(=O)OC(C)(C)C)C(=O)OCC1=CC=CC=C1